(S)-1,4-dihydro-2,6-dimethyl-4-(3-nitrophenyl)-5-methoxycarbonyl-3-pyridinecarboxylic acid CC=1NC(=C([C@H](C1C(=O)O)C1=CC(=CC=C1)[N+](=O)[O-])C(=O)OC)C